3-Hydroxy-N-(5-nitrothiazol-2-yl)benzamide OC=1C=C(C(=O)NC=2SC(=CN2)[N+](=O)[O-])C=CC1